3-((2,5,8,11,14,17-hexaoxanonadecan-19-yl)amino)-4-ethoxycyclobut-3-ene-1,2-dione COCCOCCOCCOCCOCCOCCNC=1C(C(C1OCC)=O)=O